FC(C=1N=C(OC1C(=O)N1[C@@H](C2=C(CC1)NC=N2)C=2SC1=C(N2)C(=CC=C1)F)N1CCN(CC1)C)F (S)-(4-(difluoromethyl)-2-(4-methylpiperazin-1-yl)oxazol-5-yl)(4-(4-fluorobenzo[d]thiazol-2-yl)-6,7-dihydro-1H-imidazo[4,5-c]pyridin-5(4H)-yl)methanone